[2-chloro-6-[(2-methylpropan-2-yl)oxycarbonylamino]pyridin-4-yl]boronic acid ClC1=NC(=CC(=C1)B(O)O)NC(=O)OC(C)(C)C